C12C(=CC(CC1)C2)C2=NN1C(N(C(=C(C1=O)N1CCN(CC1)CC1=NC=CC=C1O)CC)CC(=O)NC1=C(C=C(C=C1)C(F)(F)F)Cl)=N2 2-(2-(Bicyclo[2.2.1]hept-2-en-2-yl)-5-ethyl-6-(4-(3-hydroxypicolinyl)piperazin-1-yl)-7-oxo-[1,2,4]triazolo[1,5-a]pyrimidin-4(7H)-yl)-N-(2-chloro-4-(trifluoromethyl)phenyl)acetamide